(S)-2-((((9H-fluoren-9-yl)methoxy)carbonyl)(methyl)amino)-3-([1,1'-biphenyl]-2-yl)propanoic acid C1=CC=CC=2C3=CC=CC=C3C(C12)COC(=O)N([C@H](C(=O)O)CC1=C(C=CC=C1)C1=CC=CC=C1)C